ClC=1C=CC(=NC1)NC=1NC=2N(C(C1C1=CC=C(C=C1)OC)=O)N=C(C2C2=CC=CC=C2)C2=CC=CC=C2 5-((5-Chloropyridin-2-yl)amino)-6-(4-methoxyphenyl)-2,3-diphenylpyrazolo[1,5-a]pyrimidin-7(4H)-one